N-[4-(4-aminophenyl)sulfanylphenyl]-4-[(4-methoxyphenyl)sulfonylamino]butanamide NC1=CC=C(C=C1)SC1=CC=C(C=C1)NC(CCCNS(=O)(=O)C1=CC=C(C=C1)OC)=O